(S)-2-amino-4-((1-hydroxypentan-2-yl)amino)-6-(4-((4-methylpiperazin-1-yl)methyl)benzyl)pyrimido[4,5-d]pyridazin-5(6H)-one NC=1N=C(C2=C(C=NN(C2=O)CC2=CC=C(C=C2)CN2CCN(CC2)C)N1)N[C@H](CO)CCC